ethyl (2S)-2-((1-oxo-1-phenylpropan-2-yl) amino)-4-phenylbutanoate O=C(C(C)N[C@H](C(=O)OCC)CCC1=CC=CC=C1)C1=CC=CC=C1